(4-bromo-3-chloro-2-hydroxyphenyl)propionamide BrC1=C(C(=C(C=C1)C(C(=O)N)C)O)Cl